Cl.CC1=CC=C(C2=CC=CC=C12)N1CCCCC1 (4-methylnaphthalen-1-yl)piperidine Hydrochloride